2,2-diethyl-4-oxo-chroman-6-carbonitrile C(C)C1(OC2=CC=C(C=C2C(C1)=O)C#N)CC